(2R,3R,4R,5R)-2-(4-aminopyrrolo[2,1-f][1,2,4]triazin-7-yl)-5-((((acetoxymethoxy) (4-tert-butylphenoxy) phosphoryl) oxy) methyl)-2-cyanotetrahydrofuran-3,4-diylbis(2-methylpropionate) NC1=NC=NN2C1=CC=C2[C@@]2(O[C@H]([C@H]([C@@H]2C(C(=O)[O-])(C)C)C(C(=O)[O-])(C)C)COP(=O)(OC2=CC=C(C=C2)C(C)(C)C)OCOC(C)=O)C#N